BrC=1C(=CC2=C(N(C(=N2)C2CCC(CC2)CO)C)C1)C(=O)OC methyl 6-bromo-2-[4-(hydroxymethyl)cyclohexyl]-1-methyl-benzimidazole-5-carboxylate